1-(5-(6-chloro-3-(1H-imidazol-1-yl)-5-methoxy-1-methyl-1H-pyrrolo[3,2-b]pyridin-2-yl)-4H-1,2,4-triazol-3-yl)ethan-1-one ClC=1C=C2C(=NC1OC)C(=C(N2C)C=2NC(=NN2)C(C)=O)N2C=NC=C2